AMINO-NAPhTHOQUINONE NC=1C(C2=CC=CC=C2C(C1)=O)=O